(3R,4R)-4-Fluoro-1-(1-((5-methoxypyridin-2-yl)methyl)-1H-benzo[d]imidazol-2-yl)piperidin-3-amin F[C@H]1[C@@H](CN(CC1)C1=NC2=C(N1CC1=NC=C(C=C1)OC)C=CC=C2)N